C12CC(CC2C1)OC1=C(C=C(C=C1C)NC(=O)C=1N=C(OC1CC(F)(F)F)N1CC(C1)(CC)CC)O N-(4-(cis-bicyclo[3.1.0]hexan-3-yloxy)-3-hydroxy-5-methylphenyl)-2-(3,3-diethylazetidin-1-yl)-5-(2,2,2-trifluoroethyl)oxazole-4-carboxamide